C(OC(C)(C)C)(OC1=CC=C(C=C1)C=C)=O tert-butyl (4-vinylphenyl) carbonate